o-(dibromomethyl)benzoate BrC(C1=C(C(=O)[O-])C=CC=C1)Br